(S)-N-((S)-1-(3-chloro-2,4-difluorophenyl)-2-cyclohexylethyl)-2-oxoimidazolidine-4-carboxamide ClC=1C(=C(C=CC1F)[C@H](CC1CCCCC1)NC(=O)[C@H]1NC(NC1)=O)F